C(C=C)(=O)OC=1C=C(C=CC1)C1=CC=CC=C1 (1,1'-biphenyl-3-yl) acrylate